Cl[C@]1(O)[C@](O)([C@](O)([C@H](O1)C(O)C(C1=C(C=CC=C1)C)=O)C(C1=C(C=CC=C1)C)=O)C(C1=C(C=CC=C1)C)=O 1-chloro-2,3,5-tris(2-methylbenzoyl)-β-D-ribose